N-((2-(6-(4-(4-methylpiperazin-1-yl)piperidin-1-yl)pyridin-2-yl)-1,6-naphthyridin-7-yl)methyl)-5-(methylsulfonyl)nicotinamide CN1CCN(CC1)C1CCN(CC1)C1=CC=CC(=N1)C1=NC2=CC(=NC=C2C=C1)CNC(C1=CN=CC(=C1)S(=O)(=O)C)=O